1-(3-fluoro-4-((4-(4-(3-(quinolin-4-yl)pyrazolo[1,5-a]pyrimidin-6-yl)phenyl)piperazin-1-yl)methyl)phenyl)dihydropyrimidine-2,4(1H,3H)-dione FC=1C=C(C=CC1CN1CCN(CC1)C1=CC=C(C=C1)C=1C=NC=2N(C1)N=CC2C2=CC=NC1=CC=CC=C21)N2C(NC(CC2)=O)=O